COC=1C(=NC=C(C1)[N+](=O)[O-])N1CC(CC1)C1=CC=C(C=C1)C(F)(F)F 3-methoxy-5-nitro-2-(3-(4-(trifluoromethyl)phenyl)pyrrolidin-1-yl)pyridine